FC1=C(C(=CC=C1)F)C1=CC(=CN1)S(=O)(=O)NC1=C(C=C(C(=C1)F)C(F)(F)F)F 5-(2,6-difluorophenyl)-N-[2,5-difluoro-4-(trifluoromethyl)phenyl]-1H-pyrrole-3-sulfonamide